CC1OC(N2C1C1CCC(C2)N1C(=O)[O-])=O 1-methyl-3-oxohexahydro-1H,3H-6,9-epiminooxazolo[3,4-a]azepine-10-carboxylate